FC(C1=CC=C(C[C@@H]2N(COC2=O)C(=O)O)C=C1)F (S)-4-(4-(difluoromethyl)benzyl)-5-oxooxazolidine-3-carboxylic acid